C[C@H]1[C@H](C1)C(=O)NC=1N=CC2=C(N=CC(=C2C1)C=1OC2=C(N1)C=C(C=C2)N2C[C@@H](OCC2)C)NC (1S,2R)-2-methyl-N-(8-(methylamino)-5-(5-((S)-2-methylmorpholino)benzo[d]oxazol-2-yl)-2,7-naphthyridin-3-yl)cyclopropane-1-carboxamide